1-oxa-7-azaspiro[4.4]nonane-7-carboxylate O1CCCC12CN(CC2)C(=O)[O-]